3-undecylcyclohexane-1,2,4,5-tetrone C(CCCCCCCCCC)C1C(C(CC(C1=O)=O)=O)=O